2-((3aR,5r,6aS)-5-hydroxy-5-(3-methoxybenzyl)hexahydrocyclopenta[c]pyrrol-2(1H)-yl)-1-(4-hydroxyphenyl)ethanone OC1(C[C@@H]2[C@@H](CN(C2)CC(=O)C2=CC=C(C=C2)O)C1)CC1=CC(=CC=C1)OC